C(OCC1CCN(CC1)C1=C2C(N(C(C2=CC=C1)=O)C1C(NC(CC1)=O)=O)=O)(OC1=CC=C(C=C1)[N+](=O)[O-])=O {1-[2-(2,6-dioxopiperidin-3-yl)-1,3-dioxo-2,3-dihydro-1H-isoindol-4-yl]piperidin-4-yl}methyl 4-nitrophenyl carbonate